3-(7-fluoro-1-methyl-6-(1-(((3S,4S)-3-methylpiperidin-4-yl)methyl)piperidin-4-yl)-1H-indazol-3-yl)piperidine-2,6-dione FC=1C(=CC=C2C(=NN(C12)C)C1C(NC(CC1)=O)=O)C1CCN(CC1)C[C@@H]1[C@@H](CNCC1)C